IC=1C=C2C(=NC(=NC2=CC1)C)N 6-iodo-2-methylquinazolin-4-amine